ClC1=C(C=C(C=C1)Cl)C1CC(=NO1)C=1N=C(SC1)C1CCN(CC1)C(COC1=NC(=CN=C1)C(F)(F)F)=O 1-(4-(4-(5-(2,5-dichlorophenyl)-4,5-dihydroisoxazol-3-yl)thiazol-2-yl)piperidin-1-yl)-2-((6-(trifluoromethyl)pyrazin-2-yl)oxy)ethan-1-one